(S)-N-((5-chloro-6-((tetrahydrofuran-3-yl)methoxy)-1H-indol-2-yl)methyl)acetamide ClC=1C=C2C=C(NC2=CC1OC[C@@H]1COCC1)CNC(C)=O